[I-].C(C)(C)(C)OC(=O)NCC=1SC2=C(N1)C=C(C(=C2)OC)OCCC[N+](CCOC2OCCCC2)(C)C (3-{[2-({[(tert-butoxy)carbonyl]amino}methyl)-6-methoxy-1,3-benzothiazol-5-yl]oxy}propyl)dimethyl[2-(oxan-2-yloxy)ethyl]azanium iodide